3-(4-benzyloxy-3-fluoro-phenoxy)propan-1-ol C(C1=CC=CC=C1)OC1=C(C=C(OCCCO)C=C1)F